C(C)OC1=CC(=C(N=N1)N1C(O[C@]2(C1)C[C@@](CCC2)(C)CN2C=NC1=C2C=C(C=C1)C#N)=O)C 1-(((5S,7S)-3-(6-ethoxy-4-methylpyridazin-3-yl)-7-methyl-2-oxo-1-oxa-3-azaspiro[4.5]decane-7-yl)methyl)-1H-benzo[d]imidazole-6-carbonitrile